C(C1=CC=CC=C1)C1N(C2=CC=CC=C2C12CCCCC2)S(=O)(=O)C2=CC=C(C=C2)Br benzyl-1'-(4-bromobenzenesulfonyl)-1',2'-dihydrospiro[cyclohexane-1,3'-indole]